COC(=O)C1=CC=2C3=C(C(=NC2C=C1)OS(=O)(=O)C(F)(F)F)CCC3 4-(((trifluoromethyl)sulfonyl)oxy)-2,3-dihydro-1H-cyclopenta[c]quinoline-8-carboxylic acid methyl ester